N-(4-methylphenyl)-2-[(4-methylphenyl)methylene]-3-oxobutanamide CC1=CC=C(C=C1)NC(C(C(C)=O)=CC1=CC=C(C=C1)C)=O